7-((4-(but-2-ynoyl)piperazin-1-yl)sulfonyl)-2,7-diazepine C(C#CC)(=O)N1CCN(CC1)S(=O)(=O)N1C=CC=CN=C1